4-bromobenzyl (S)-3-cyclopropyl-2-(2-((S)-5-oxo-1-(2,3,5-trifluorobenzyl)-pyrrolidin-2-yl)acetamido)propanoate C1(CC1)C[C@@H](C(=O)OCC1=CC=C(C=C1)Br)NC(C[C@H]1N(C(CC1)=O)CC1=C(C(=CC(=C1)F)F)F)=O